C1(=CC=CC=C1)N(C1=CC=C(/C=C/C=2OC(=CCC2)\C=C\C2=CC=C(C=C2)N(C2=CC=C(C=C2)C2=CC=C(C=C2)C(=C(C2=CC=CC=C2)C2=CC=CC=C2)C2=CC=CC=C2)C2=CC=CC=C2)C=C1)C1=CC=C(C=C1)C1=CC=C(C=C1)C(=C(C1=CC=CC=C1)C1=CC=CC=C1)C1=CC=CC=C1 2,6-bis((E)-4-(phenyl-(4'-(1,2,2-triphenylvinyl)-[1,1'-biphenyl]-4-yl)amino)styryl)-4H-pyran